C(C1=CC=CC=C1)OC1=C(C(=O)NC=2C=C3C(=NC2)NC=C3)C=C(C(=C1)OCC1=CC=CC=C1)C(C)C 2,4-bis(benzyloxy)-5-isopropyl-N-(1H-pyrrolo[2,3-b]pyridin-5-yl)benzamide